COC1=NC=C(C=C1C(=O)N)NC(C(=O)N1C(CCC(C1)C)C1=CC(=C(C(=C1)F)F)F)=O 2-methoxy-5-[[2-[5-methyl-2-(3,4,5-trifluorophenyl)-1-piperidyl]-2-oxo-acetyl]amino]pyridine-3-carboxamide